COC(C1=C(C=C(C(=C1)Cl)Cl)F)=O 4,5-dichloro-2-fluorobenzoic acid methyl ester